3-fluorobut-2-en-1-amine dihydrochloride Cl.Cl.FC(=CCN)C